N-(azetidin-3-yl)-4-[2-chloro-4-[[3-[1-(2-cyanoethyl)-3-(trifluoromethyl)pyrazol-4-yl]imidazo[1,2-a]pyrazin-8-yl]amino]benzoyl]piperazine-1-carboxamide N1CC(C1)NC(=O)N1CCN(CC1)C(C1=C(C=C(C=C1)NC=1C=2N(C=CN1)C(=CN2)C=2C(=NN(C2)CCC#N)C(F)(F)F)Cl)=O